CN1N=C2N=CC(=CC2=C1)C1=CC2=C(C=C(S2)[C@@H](CCC)O)C=C1 (1R)-1-(6-(2-methyl-2H-pyrazolo[3,4-b]pyridin-5-yl)-1-benzothiophen-2-yl)-1-butanol